benzimidazole nickel [Ni].N1=CNC2=C1C=CC=C2